methyl 5-cyclopropyl-3-(ethyl (tetrahydro-2H-pyran-4-yl) amino)-2-methylbenzoate C1(CC1)C=1C=C(C(=C(C(=O)OC)C1)C)N(C1CCOCC1)CC